ClC=1C=C(C(=NC1)N1C([C@@H](N(C(C1)=O)CC1=CC=C(C=C1)C)C1COC1)=O)C (S)-1-(5-chloro-3-methylpyridin-2-yl)-4-(4-methylbenzyl)-3-(oxetan-3-yl)piperazine-2,5-dione